4-[4-cyano-2-methyl-6-[(E)-2-(1-methylpyrazol-4-yl)ethenyl]indazol-3-yl]-2-(difluoromethoxy)-N-[(1R,2S)-2-fluorocyclopropyl]-6-methoxybenzamide C(#N)C=1C2=C(N(N=C2C=C(C1)\C=C\C=1C=NN(C1)C)C)C1=CC(=C(C(=O)N[C@H]2[C@H](C2)F)C(=C1)OC)OC(F)F